3-((4-Carbamoyl-3-fluorophenoxy)methyl)-4-chlorobenzo[b]thiophene-2-carboxylic acid C(N)(=O)C1=C(C=C(OCC=2C3=C(SC2C(=O)O)C=CC=C3Cl)C=C1)F